FC1(NC(C=2C1=NC(=CC2)NC2=NC=C(C(=N2)N[C@H](CO)C2=CC=CC=C2)C=2OC(=NN2)C2=NC=CC=C2)=O)F (S)-7,7-difluoro-2-((4-((2-hydroxy-1-phenylethyl)amino)-5-(5-(pyridin-2-yl)-1,3,4-oxadiazol-2-yl)pyrimidin-2-yl)amino)-6,7-dihydro-5H-pyrrolo[3,4-b]pyridin-5-one